NC=1C=CC(=NC1)NC1=NC=C(C=C1)N 2-N-(5-aminopyridine-2-yl)pyridine-2,5-diamine